C1(=CC=CC=C1)NC1=C(C=CC=C1)N(C=O)CCC N-(2-(phenylamino)phenyl)-N-propylcarboxamide